1-p-nitrobenzenesulfonylaziridine [N+](=O)([O-])C1=CC=C(C=C1)S(=O)(=O)N1CC1